[(2S)-4-[4-[[4-[[2-(6-methyl-2-pyridyl)pyrimidin-4-yl]amino]pyrimidin-2-yl]amino]phenyl]piperazin-2-yl]methanol CC1=CC=CC(=N1)C1=NC=CC(=N1)NC1=NC(=NC=C1)NC1=CC=C(C=C1)N1C[C@H](NCC1)CO